2-(aminomethyl)-5-(2-(aminomethyl)piperazin-1-yl)-2,3-dihydro-1,4-benzodioxine NCC1COC2=C(O1)C=CC=C2N2C(CNCC2)CN